FC(C(=O)O)(F)F.NCCOCCOCCC1=CC2=C(N(C(N2C)=O)C2C(NC(CC2)=O)=O)C=C1 3-(5-{2-[2-(2-aminoethoxy)ethoxy]ethyl}-3-methyl-2-oxo-1,3-benzodiazol-1-yl)piperidine-2,6-dione trifluoroacetate